(E)-N-(4-methoxybenzyl)-2-methylundecane-1-imine oxide COC1=CC=C(C\[N+](=C/C(CCCCCCCCC)C)\[O-])C=C1